BrC1=C(C=C(CNC(OC(C)(C)C)=O)C=C1)Cl Tert-butyl 4-bromo-3-chlorobenzylcarbamate